CC=1NC2=C(C=CC(=C2C1C)N1C[C@@H](CCC1)NS(=O)(=O)C=C)C(=O)N (R)-2,3-dimethyl-4-(3-(vinylsulfonylamino)piperidin-1-yl)-1H-indole-7-carboxamide